(S)-5-(5-chloro-2-((1-cyclopropyl-1H-pyrazol-4-yl)amino)pyrimidin-4-yl)-N-(1-cyanoethyl)pyridinecarboxamide ClC=1C(=NC(=NC1)NC=1C=NN(C1)C1CC1)C=1C=CC(=NC1)C(=O)N[C@@H](C)C#N